(2R)-2-Ethyl-7-(trifluoromethyl)-2,3,4,5-tetrahydropyrido[2,3-f][1,4]oxazepine hydrochloride Cl.C(C)[C@H]1OC2=C(CNC1)N=C(C=C2)C(F)(F)F